5-((1R,3S)-3-butyl-6-methoxy-2-(3-(trimethylsilyl)propionyl)-1,2,3,4-tetrahydroisoquinolin-1-yl)-N-cyclobutylpyridinecarboxamide C(CCC)[C@@H]1N([C@H](C2=CC=C(C=C2C1)OC)C=1C=CC(=NC1)C(=O)NC1CCC1)C(CC[Si](C)(C)C)=O